4-(1-(2-fluoro-4-(7-methyl-2,7-diazaspiro[3.5]non-2-yl)phenyl)-2-methyl-1H-imidazol-4-yl)-N-(1-(methylsulfonyl)piperidin-4-yl)-5-(trifluoromethyl)pyrimidin-2-amine FC1=C(C=CC(=C1)N1CC2(C1)CCN(CC2)C)N2C(=NC(=C2)C2=NC(=NC=C2C(F)(F)F)NC2CCN(CC2)S(=O)(=O)C)C